1-(4-nitrophenyl)piperazine (3-(3-(4-((1H-pyrazol-4-yl)methyl)benzyl)isoxazol-5-yl)-2-aminopyridin-1-ium-1-yl)methyl-hydrogenphosphate N1N=CC(=C1)CC1=CC=C(CC2=NOC(=C2)C=2C(=[N+](C=CC2)COP(=O)(O)[O-])N)C=C1.[N+](=O)([O-])C1=CC=C(C=C1)N1CCNCC1